N-((S)-(4,4-Difluorocyclohexyl)(5-((R)-1-(4,4,4-trifluorobutanamido)ethyl)-1H-benzo[d]imidazol-2-yl)methyl)-2-((2,2-difluorocyclopropyl)methyl)-2H-1,2,3-triazole-4-carboxamide FC1(CCC(CC1)[C@H](NC(=O)C1=NN(N=C1)CC1C(C1)(F)F)C1=NC2=C(N1)C=CC(=C2)[C@@H](C)NC(CCC(F)(F)F)=O)F